(2S,3S,4S,SR)-4-[[3-(3,4-difluoro-2-methyl-phenyl)-4,5-dimethyl-5-(trifluoromethyl)tetrahydrofuran-2-carbonyl]amino]pyridine-2-carboxamide FC=1C(=C(C=CC1F)[C@H]1[C@H](O[C@@]([C@H]1C)(C(F)(F)F)C)C(=O)NC1=CC(=NC=C1)C(=O)N)C |&1:11|